C(CC(O)(C(=O)[O-])CC(=O)[O-])(=O)[O-].[V+5].[Mn+2] manganese-vanadium citrate